C1CSSC1CCCCC(=O)OP(=O)([O-])OC[C@@H]2[C@H]([C@H]([C@@H](O2)N3C=NC4=C(N=CN=C43)N)O)O The molecule is conjugate base of lipoyl-AMP arising from deprotonation of the free phosphate OH group. It has a role as a human metabolite. It is a conjugate base of a lipoyl-AMP.